SODIUM (R)-2-CYCLOPROPYLPENT-4-ENE-1-SULFINATE C1(CC1)[C@H](CS(=O)[O-])CC=C.[Na+]